COCCOC=1C=C(C=CC1)CN (3-(2-methoxyethoxy)phenyl)methylamine